2-Hydroxylauroylcarnitine CCCCCCCCCCC(C(=O)OC(CC(=O)[O-])C[N+](C)(C)C)O